BrC1=CC=C(C2=NN(N=C21)CCCCCC)Br 4,7-dibromo-2-(hexyl)-2H-benzotriazole